CC(C)(C)S(=O)/N=C/C1=CC(=CC=C1)S(F)(F)(F)(F)F (E)-2-methyl-N-[3-(pentafluorosulfanyl)benzylidene]propane-2-sulfinamide